C1(=CC=CC=C1)OC(NC1=NC(=CC(=N1)C1CC1)C)=O (4-Cyclopropyl-6-methylpyrimidin-2-yl)carbamic acid phenyl ester